C(C#C)NC(CCCC[C@@H]1SC[C@@H]2NC(=O)N[C@H]12)=O N-(Prop-2-ynyl)-d-biotinamide